N1=C(C(=O)O)C(C(=O)O)=C(C=C1)C1=C(C(=NC=C1)C(=O)O)C(=O)O biquinolinic acid